4'-(3,6-Diazabicyclo[3.1.1]heptan-3-yl)-2'-(((S)-1-methylpyrrolidin-2-yl)methoxy)-2,3,5',8'-tetrahydro-6'H-spiro[indene-1,7'-quinazoline] C12CN(CC(N1)C2)C2=NC(=NC=1CC3(CCC21)CCC2=CC=CC=C23)OC[C@H]2N(CCC2)C